tert-butyl (R)-2-(((5-cyclohexylpyridin-2-yl)methyl)(2-methyl-1-oxoisoindolin-5-yl)carbamoyl)azetidine-1-carboxylate C1(CCCCC1)C=1C=CC(=NC1)CN(C(=O)[C@@H]1N(CC1)C(=O)OC(C)(C)C)C=1C=C2CN(C(C2=CC1)=O)C